(1-methyl-6-(pyridin-3-yl)-1H-pyrazolo[3,4-d]pyrimidin-4-yl)aminobenzamide CN1N=CC=2C1=NC(=NC2NC2=C(C(=O)N)C=CC=C2)C=2C=NC=CC2